C(C)(C)N1S(NC2=C(C1=O)C=CC=C2)(=O)=O 3-isopropyl-(1H)-benzo-2,1,3-thiadiazine-4(3H)-one 2,2-dioxide